BrC1=CC2=C(N=C(N=C2N[C@H](C)C2=C(C(=CC=C2)C(F)(F)F)C)C)N=C1 6-bromo-2-methyl-N-{(1R)-1-[2-methyl-3-(trifluoromethyl)phenyl]ethyl}pyrido[2,3-d]-pyrimidin-4-amine